CC1(N(CCC1)CC=1C(=CC2=C(N=C(O2)C=2C(=C(C=CC2)C2=CC=CC=C2)C)C1)SC)C(=O)O 2-methyl-1-((2-(2-methyl-[1,1'-biphenyl]-3-yl)-6-(methylthio)benzo[d]oxazol-5-yl)methyl)pyrrolidine-2-carboxylic acid